CO[Si](CCCSCCCOC(C1C(C(=O)OCCCSCCC[Si](OC)(OC)OC)CCCC1)=O)(OC)OC bis[3-[3-(trimethoxysilyl)propylsulfanyl]propyl]hexahydrophthalate